ClC=1C=CC(=NC1)C=NO (2E)-5-chloropyridine-2-carbaldehyde oxime